tert-butyl (R)-(6-(5-(((1-(2,5-difluoropyridin-3-yl)ethoxy)carbonyl)amino)-1-methyl-1H-1,2,3-triazol-4-yl)pyridin-3-yl)carbamate FC1=NC=C(C=C1[C@@H](C)OC(=O)NC1=C(N=NN1C)C1=CC=C(C=N1)NC(OC(C)(C)C)=O)F